C12(CCC1)C1OCCC1C2N 4-oxaspiro[bicyclo[3.2.0]heptane-6,1'-cyclobutan]-7-amine